C(C=C)(=O)NC1=CC=C2CN(C(C2=C1)=O)CC1=CC=C(C=C1)OC 6-acrylamido-2-(4-methoxybenzyl)isoindolone